C(C)(C)C=1C=CC2=C(C(C(=CO2)C=O)=O)C1 6-isopropyl-4-oxo-4H-1-benzopyran-3-formaldehyde